C(C)N1C(=NN=C1)C=1C=C(C=2N(C1)C=NC2)OC2=CC=C(C=C2)OCCCN2CCN(CC2)C 6-(4-ethyl-1,2,4-triazol-3-yl)-8-[4-[3-(4-methylpiperazin-1-yl)propoxy]phenoxy]imidazo[1,5-a]pyridine